methyl 6-(methylcarbamoyl)-3-(4,4,5,5-tetramethyl-1,3,2-dioxaborolan-2-yl)picolinate CNC(=O)C1=CC=C(C(=N1)C(=O)OC)B1OC(C(O1)(C)C)(C)C